COC1=CC=C(C=N1)CN1[C@H]2CN([C@@H](C1)C2)C2=CC=C(C=N2)C2=NC1=CC=CC=C1C(=N2)NC2=NNC(=C2)C 2-(6-((1R,4R)-5-((6-methoxy-pyridin-3-yl)methyl)-2,5-diazabicyclo[2.2.1]heptan-2-yl)pyridin-3-yl)-N-(5-methyl-1H-pyrazol-3-yl)quinazolin-4-amine